CS(=O)(=O)OCC(CN(CC1=CC=CC=C1)CC1=CC=CC=C1)F 3-(dibenzylamino)-2-fluoropropyl methanesulfonate